(4-methoxyphenyl)-1H-benzo[d]imidazole COC1=CC=C(C=C1)N1C=NC2=C1C=CC=C2